2,4-dimethoxy-5-(6-methyl-5-pyrrolidin-3-yl-pyridazin-3-yl)pyrimidine COC1=NC=C(C(=N1)OC)C=1N=NC(=C(C1)C1CNCC1)C